ClC1=C(C(=NC(=N1)N1C(=NC2=C1C=C(C=C2)F)C)NC2=CC=C(C=C2)OC)F 6-chloro-5-fluoro-2-(6-fluoro-2-methyl-1H-benzo[d]imidazol-1-yl)-N-(4-methoxyphenyl)-pyrimidin-4-amine